tert-butyl N-{2-methyl-4-[(5,6,7,8-tetrahydro-2,6-naphthyridin-3-yl) amino] phenyl}-N-[2-(morpholin-4-yl)ethyl]carbamate CC1=C(C=CC(=C1)NC=1N=CC=2CCNCC2C1)N(C(OC(C)(C)C)=O)CCN1CCOCC1